tert-butyl N-[1-[4-(cyclopropanecarbonylamino)-2-pyrrolidin-1-ylbenzoyl]piperidin-4-yl]-N-methylcarbamate C1(CC1)C(=O)NC1=CC(=C(C(=O)N2CCC(CC2)N(C(OC(C)(C)C)=O)C)C=C1)N1CCCC1